ClC1=C(C=CC=C1)[C@H]1CC[C@H](N1C(=O)C1=CC(=C(C=C1)C1=C(C=CC=C1)C#N)F)C(=O)O (2S,5R)-5-(2-chlorophenyl)-1-(2'-cyano-2-fluoro-[1,1'-biphenyl]-4-carbonyl)pyrrolidine-2-carboxylic acid